N1C=NC2=C1C=C(C=C2)N2C(O[C@@H]([C@@H]2C2=CC=CC=C2)C2=CC=CC=C2)=O (4S,5R)-3-(1H-Benzo[d]imidazol-6-yl)-4,5-diphenyloxazolidin-2-on